4,6-dichloro-N-(2,4-dimethoxybenzyl)-N-methylpyridine-3-sulfonamide ClC1=C(C=NC(=C1)Cl)S(=O)(=O)N(C)CC1=C(C=C(C=C1)OC)OC